C(C)S(=O)(=O)C1=CC=C(C=C1)[C@H](CO)NC(=O)C=1C=NC(=NC1)N1[C@@H](C[C@@H](C1)OC1=CC=C(C=C1)C(F)(F)F)COC(F)(F)F N-((R)-1-(4-(ethylsulfonyl)phenyl)-2-hydroxyethyl)-2-((2S,4S)-2-((trifluoromethoxy)methyl)-4-(4-(trifluoromethyl)phenoxy)pyrrolidin-1-yl)pyrimidine-5-carboxamide